NC1=NC=2C=CC(=CC2C2=C1COC2)C(=O)N2[C@H](COCC2)C2=C(C=CC=C2)Cl |r| (4-amino-1,3-dihydrofuro[3,4-c]quinolin-8-yl)-[rac-(3S)-3-(2-chlorophenyl)morpholin-4-yl]methanone